FC=1C(=C(OC2=C(C=C(C(=C2)C(F)(F)F)F)C=2NC=3C=CC(=C(C3C(C2)=O)C#N)OC)C=CC1F)OC 2-[2-(3,4-difluoro-2-methoxy-phenoxy)-5-fluoro-4-(trifluoromethyl)phenyl]-6-methoxy-4-oxo-1H-quinoline-5-carbonitrile